CC1(CCNCC1)C1=CC=C(C=C1)NC=1C(=NC=C(N1)N1CC(CCC1)N1C(N(CC1)C1COC1)=O)C(=O)N 3-((4-(4-methylpiperidin-4-yl)phenyl)amino)-5-(3-(3-(oxetane-3-yl)-2-Oxoimidazolin-1-yl)piperidin-1-yl)pyrazine-2-carboxamide